C(=C)OC=CF fluorovinyl vinyl ether